C1(=CC=CC=C1)C1=CC(=CC=C1)C1=CC=CC=C1 1,1':3',1''-terphenyl